9,9-di(6-((4-vinyl-benzyl)oxy)naphthalene-2-yl)-9H-fluorene C(=C)C1=CC=C(COC=2C=C3C=CC(=CC3=CC2)C2(C3=CC=CC=C3C=3C=CC=CC23)C2=CC3=CC=C(C=C3C=C2)OCC2=CC=C(C=C2)C=C)C=C1